cyclopropa[e]phenanthren-4,7-diacetate C1=CC=C(C23C4(C=C(C=CC4=CC=C12)CC(=O)[O-])C3)CC(=O)[O-]